4-bromo-7-methyl-1-tosyl-1H-pyrrolo[2,3-c]Pyridine BrC1=C2C(=C(N=C1)C)N(C=C2)S(=O)(=O)C2=CC=C(C)C=C2